O1CN=CC=CN=CC=CC(NC=C1)=O oxa[3,7,12]triazacyclotetradecin-11(12H)-one